3,3-dimethyl-indolin CC1(CNC2=CC=CC=C12)C